1-azabicyclo[1.1.0]butane N12CC2C1